1-(5-methyl-oxazol-2-yl)-1H-pyrrole CC1=CN=C(O1)N1C=CC=C1